ClC1=C(C(=CC=C1)Cl)C1=CC2=C(N=C(N=C2)S(=O)(=O)C)N(C1=O)CCOC 6-(2,6-dichlorophenyl)-8-(2-methoxyethyl)-2-(methylsulfonyl)pyrido[2,3-d]pyrimidin-7(8H)-one